1-docosyl alcohol C(CCCCCCCCCCCCCCCCCCCCC)O